(2,3-epoxypropoxy)propyl-triethoxysilane tert-butyl-(2-(4-(6-((6-amino-2-(difluoromethyl)pyrimidin-4-yl)amino)-4-methoxypyridin-3-yl)-1H-pyrazol-1-yl)ethyl)(methyl)carbamate C(C)(C)(C)OC(N(C)CCN1N=CC(=C1)C=1C=NC(=CC1OC)NC1=NC(=NC(=C1)N)C(F)F)=O.C(C1CO1)OCCC[Si](OCC)(OCC)OCC